bis(1,5-cyclooctadienyl)nickel (0) C1(=CCCC=CCC1)[Ni-2]C1=CCCC=CCC1